FC=1C=C(C=CC1OC1=CC=NC2=CC(=C(N=C12)OC)C=1C=NC=CC1)NC(=O)C1=CN(C=C(C1=O)C1=CC=C(C=C1)F)C(C)C N-[3-fluoro-4-[(6-methoxy-7-pyridin-3-yl-1,5-naphthyridin-4-yl)oxy]phenyl]-5-(4-fluorophenyl)-4-oxo-1-propan-2-ylpyridine-3-carboxamide